2-(3,5-Di-tert-butyl-2-hydroxyphenyl)-5-chloro-2H-benzotriazol C(C)(C)(C)C=1C(=C(C=C(C1)C(C)(C)C)N1N=C2C(=N1)C=CC(=C2)Cl)O